NC1=C(C(N(C(N1C)=O)C)=O)C(CC#N)=O 3-(6-amino-1,3-dimethyl-2,4-dioxo-1,2,3,4-tetrahydropyrimidin-5-yl)-3-oxopropanenitrile